1-aminopropyl-3-butylimidazole bromine salt [Br].NC(CC)C1=NC=CN1CCCC